2-chloro-N,N-diethylethane-1-amine hydrochloride Cl.ClCCN(CC)CC